C1=CC(=CC(=C1)O)CCN The molecule is a primary amino compound that is 2-phenylethanamine substituted by a hydroxy group at position 3. It has a role as a human urinary metabolite and a neurotransmitter. It is a member of tyramines and a primary amino compound. It is a conjugate base of a m-tyraminium.